6-bromo-5-(trifluoromethyl)pyridin BrC1=C(C=CC=N1)C(F)(F)F